dipalmitoylpropionamide C(CCCCCCCCCCCCCCC)(=O)C(C(=O)N)(C)C(CCCCCCCCCCCCCCC)=O